(2S)-3-amino-1,1,1-trifluoro-propan-2-ol NC[C@@H](C(F)(F)F)O